C(=C)(C)C1=CC(=CC=C1)C(=C)C 1,3-di-iso-propenylbenzene